(5-(5-chloro-2-methoxypyridin-4-yl)-1H-pyrazole-3-carbonyl)-N-(1-(4-fluorophenyl)pyrrolidin-3-yl)piperidine-4-carboxamide ClC=1C(=CC(=NC1)OC)C1=CC(=NN1)C(=O)N1CCC(CC1)C(=O)NC1CN(CC1)C1=CC=C(C=C1)F